ClC=1C=C2C(=NC(=NC2=C(C1C1=C(C=CC=C1O)F)F)OCCN1CC(C1)(F)F)N1CCN(CC1)C(C=C)=O (S)-1-(4-(6-chloro-2-(2-(3,3-difluoro-azetidin-1-yl)ethoxy)-8-fluoro-7-(2-fluoro-6-hydroxyphenyl)quinazolin-4-yl)piperazin-1-yl)prop-2-en-1-one